C(C)(C)(C)C1=CC=C(C=C1)NC1CCN(CC1)C(=O)N 4-((4-(tert-butyl)phenyl)amino)piperidine-1-carboxamide